4-((1-(4-(5-(2-Aminopyridin-3-yl)-1-methyl-1H-imidazol-4-yl)benzyl)piperidin-4-yl)amino)pyrimidine-2-carbonitrile NC1=NC=CC=C1C1=C(N=CN1C)C1=CC=C(CN2CCC(CC2)NC2=NC(=NC=C2)C#N)C=C1